C(=O)(OCC1=CC=CC=C1)N[C@@H](CCCCN)C(=O)O Carbobenzyloxy-L-lysine